butyl N-[(3R)-3-methyl-3-piperidyl]carbamate C[C@@]1(CNCCC1)NC(OCCCC)=O